3-methyl-N-[[(1R,3S)-3-[[5-[6-oxo-3-(trifluoromethyl)pyridazin-1-yl]-2-pyridyl]amino]cyclopentyl]methyl]isoxazole-5-carboxamide CC1=NOC(=C1)C(=O)NC[C@H]1C[C@H](CC1)NC1=NC=C(C=C1)N1N=C(C=CC1=O)C(F)(F)F